N1(N=NC=C1)C=1C=C(C=CC1)NC(OC(C)(C)C)=O tert-butyl (3-(1H-1,2,3-triazol-1-yl)phenyl)carbamate